O1C(COCC1)N 1,4-dioxan-2-amine